1-[2-(3,5-Dimethylisoxazol-4-yl)-6-[5-[(6-methylpyridazin-3-yl)amino]benzimidazol-1-yl]-3-pyridinyl]ethanol CC1=NOC(=C1C1=NC(=CC=C1C(C)O)N1C=NC2=C1C=CC(=C2)NC=2N=NC(=CC2)C)C